ClC1=C(C(=C(C(=C1)Cl)NC(C)=O)NC(C)=O)C N,N'-(4,6-dichloro-3-methyl-1,2-phenylene)diacetamide